O=C1CCN(CC1)[C@@H]1CC[C@H](CC1)CC(=O)OC(C)(C)C trans-tert-butyl 2-(4-(4-oxopiperidin-1-yl)cyclohexyl)acetate